FC1=CC2=C(N(C(CC=C2O)=O)CC2=CC(=C(C=C2)C)F)C=C1 7-fluoro-1-(3-fluoro-4-methylbenzyl)-5-hydroxy-2-oxo-2,3-dihydro-1H-benzo[b]azepine